C1(=CC=CC=C1)C1=CC=C(N=N1)N1[C@H]2[C@@H](OCC1)CN(C2)C#N (4aR,7aS)-4-(6-phenylpyridazin-3-yl)hexahydropyrrolo[3,4-b][1,4]Oxazine-6(2H)-carbonitrile